2,3-dichloro-N-(4-(1,1,1,3,3,3-hexafluoro-2-hydroxypropan-2-yl)phenyl)benzamide ClC1=C(C(=O)NC2=CC=C(C=C2)C(C(F)(F)F)(C(F)(F)F)O)C=CC=C1Cl